Cl.CC=1N=C2N(N=C(C=C2C)C2=CC(=C3C=C(N=NC3=C2)C2C[C@@H](N[C@H](C2)C)C)F)C1 7-(2,8-Dimethylimidazo[1,2-b]pyridazin-6-yl)-3-[(2S,6S)-2,6-Dimethylpiperidin-4-yl]-5-fluorocinnoline hydrochloride